((3-(2-methyl-1H-imidazol-1-yl)propyl)azanediyl)bis(hexane-6,1-diyl) bis(2-hexyldecanoate)-[((3-(2-methyl-1H-imidazol-1-yl)propyl)azanediyl)bis(hexane-6,1-diyl) bis(2-hexyldecanoate)] CC=1N(C=CN1)CCCN(CCCCCCC(C(=O)O)(CCCCCCCC)CCCCCC)CCCCCCC(C(=O)O)(CCCCCCCC)CCCCCC.C(CCCCC)C(C(=O)OCCCCCCN(CCCCCCOC(C(CCCCCCCC)CCCCCC)=O)CCCN1C(=NC=C1)C)CCCCCCCC